C(C)(C)(C)[Si](OCC(C)C=1SC=C(N1)C(F)(F)F)(C)C tert-butyl-dimethyl-[2-[4-(trifluoromethyl)thiazol-2-yl]propoxy]silane